OC(CC1=NNC(O1)=O)CNC1=C(C=CC=C1)OC 5-[2-hydroxy-3-(2-methoxyphenylamino)propyl]-1,3,4-oxadiazol-2(3H)-one